6-bis(triethoxysilylpropyl)amino-1,3,5-triazine-2,4-dithiol C(C)O[Si](OCC)(OCC)CCCN(C1=NC(=NC(=N1)S)S)CCC[Si](OCC)(OCC)OCC